C(C)(C)(C)OC(=O)NCC(C(=O)O)C1=CC=C(C=C1)COC(NC)=O 3-[(tert-butoxycarbonyl)amino]-2-(4-{[(methylcarbamoyl)-oxy]methyl}phenyl)propanoic acid